ClC1=CC(=NC=C1F)[C@@H](C)N[S@](=O)C(C)(C)C (R)-N-((R)-1-(4-chloro-5-fluoropyridin-2-yl)ethyl)-2-methylpropan-2-sulfinamide